O1[C@H](CCC1)C(=O)OCC Ethyl (R)-2-tetrahydrofuranate